4,4-dihydroxy-8-({1-[(1H-imidazol-1-yl)acetyl]azetidin-3-yl}oxy)-5-oxa-4-boranuidabicyclo[4.4.0]deca-1(6),7,9-triene-7-carboxylic acid disodium salt [Na+].[Na+].O[B-]1(CCC=2C=CC(=C(C2O1)C(=O)O)OC1CN(C1)C(CN1C=NC=C1)=O)O.O[B-]1(CCC=2C=CC(=C(C2O1)C(=O)O)OC1CN(C1)C(CN1C=NC=C1)=O)O